2-chloro-N-((1R,2R)-2-hydroxyl-1-(3-chlorophenyl)cyclohexyl)acetamide ClCC(=O)N[C@@]1([C@@H](CCCC1)O)C1=CC(=CC=C1)Cl